N-(4-amino-3,4-dioxo-1-phenylbutan-2-yl)benzo[d][1,3]dioxole-5-carboxamide NC(C(C(CC1=CC=CC=C1)NC(=O)C1=CC2=C(OCO2)C=C1)=O)=O